N-PROPIONYLGLYCINE CCC(=O)NCC(=O)O